6-chloro-7-(3-fluorophenyl)-N2-(tetrahydro-2H-pyran-4-yl)-3,4-dihydropyrrolo[1,2-a]pyrazine-2,8(1H)-dicarboxamide ClC1=C(C(=C2N1CCN(C2)C(=O)NC2CCOCC2)C(=O)N)C2=CC(=CC=C2)F